(E)-1-(4-Hydroxy-2,2-diphenylbenzo[d][1,3]dioxol-5-yl)-3-(3-methoxy-4-(4-((tetrahydro-2H-pyran-2-yl)oxy)butoxy)phenyl)prop-2-en-1-one OC1=C(C=CC=2OC(OC21)(C2=CC=CC=C2)C2=CC=CC=C2)C(\C=C\C2=CC(=C(C=C2)OCCCCOC2OCCCC2)OC)=O